N-(3-(difluoromethyl)bicyclo[1.1.1]pentan-1-yl)-2-oxo-2-((4R,5S)-3,3,7,7-tetrafluoro-4-hydroxy-1-azaspiro[4.4]nonan-1-yl)acetamide FC(C12CC(C1)(C2)NC(C(N2CC([C@@H]([C@]21CC(CC1)(F)F)O)(F)F)=O)=O)F